C1(CC1)N(C1=C(C(=NC=N1)NCC1(C(CN(CC1)C(C(=O)N)C1=CC=NC=C1)O)O)F)CC1=CC=C(C=C1)C(F)(F)F (4-(((6-(cyclopropyl(4-(trifluoromethyl)benzyl)amino)-5-fluoropyrimidin-4-yl)amino)methyl)-3,4-dihydroxypiperidin-1-yl)-2-(pyridin-4-yl)acetamide